N-{(1S)-1-cyano-2-[(3S)-2-oxopiperidin-3-yl]ethyl}-N2-[(2R)-oxolane-2-carbonyl]-L-leucinamide C(#N)[C@H](C[C@H]1C(NCCC1)=O)NC([C@@H](NC(=O)[C@@H]1OCCC1)CC(C)C)=O